6-(2-chloro-4-methylphenyl)-1-(2-morpholinoethyl)-1H-benzo[c][1,2,6]thiadiazin ClC1=C(C=CC(=C1)C)C1=CC2=C(N(SN=C2)CCN2CCOCC2)C=C1